F[C@H]1CN(C[C@@H](C1)NC1=NN=C(C2=CC=CC=C12)C1=C(C=C(C=C1)OC)F)C(=O)OC(C)(C)C tert-butyl (3R,5R)-3-fluoro-5-((4-(2-fluoro-4-methoxyphenyl)phthalazin-1-yl)amino)piperidine-1-carboxylate